ClC=1C2=CN(N=C2C=CC1SC=1C=2N(C(=NC1)N1CCC3(CCN(CC3N)S(=O)(=O)C)CC1)C=CN2)C 9-(8-((4-chloro-2-methyl-2H-indazol-5-yl)thio)imidazo[1,2-c]pyrimidin-5-yl)-3-(methylsulfonyl)-3,9-diazaspiro[5.5]undecan-1-amine